tert-butyl 3-[8-(ethoxycarbonyl)-4-(1,1,2,2,2-pentafluoroethyl)imidazo[1,2-a]1,8-naphthyridin-2-yl]-2,5-dihydropyrrole-1-carboxylate C(C)OC(=O)C=1N=C2N(C=3N=C(C=C(C3C=C2)C(C(F)(F)F)(F)F)C=2CN(CC2)C(=O)OC(C)(C)C)C1